N1(N=CC=C1)CC=1C(=CC(=NC1)C(=O)NS(=O)(=O)C1=C(C=CC=C1OC)OC)OC 5-((1H-pyrazol-1-yl)methyl)-N-((2,6-dimethoxyphenyl)sulfonyl)-4-methoxypicolinamide